BrC1=CC=C(C=C1)C(\C=C\C=1OC(=CC1)C1=CC(=C(C=C1)O)[N+](=O)[O-])=O (E)-1-(4-Bromophenyl)-3-(5-(4-hydroxy-3-nitrophenyl)furan-2-yl)prop-2-en-1-one